(S)-1-(3,4-difluorophenyl)-6-(5-(3,5-dimethylisoxazol-4-yl)-1-((R)-1-(methylsulfonyl)pyrrolidin-3-yl)-1H-benzo[d]imidazol-2-yl)piperidin-2-one FC=1C=C(C=CC1F)N1C(CCC[C@H]1C1=NC2=C(N1[C@H]1CN(CC1)S(=O)(=O)C)C=CC(=C2)C=2C(=NOC2C)C)=O